2-((3,4-bis((4-chlorobenzoyl)oxy)benzyl)amino)ethan-1-ol ClC1=CC=C(C(=O)OC=2C=C(CNCCO)C=CC2OC(C2=CC=C(C=C2)Cl)=O)C=C1